n-decyl (S)-β-aminoisobutyrate NC[C@@H](C(=O)OCCCCCCCCCC)C